FC1=CC=C(C=C1)C(=NO)N 4-fluoro-N'-hydroxybenzene-1-carboxamidine